N1C=C(C2=CC=CC=C12)CNC(CC1=CC=C(C=C1)N1C=NC2=C1C=CC(=C2)C(=O)NC)=O 1-(4-(2-(((1H-indole-3-yl)methyl)amino)-2-oxoethyl)phenyl)-N-methyl-1H-benzo[d]imidazol-5-formamide